C(C)C1=NC=CC(=C1F)C(F)(F)F ethyl-3-fluoro-4-(trifluoromethyl)pyridine